(S)-3-amino-2,3,4,5-tetrahydro-1H-benzazepin-2-one N[C@@H]1C(NC2=C(CC1)C=CC=C2)=O